6-bromo-1H,3H-pyrrolo[1,2-b]pyridazine-2,4-dione BrC=1C=C2N(NC(CC2=O)=O)C1